CC1CC(C1)(NC1=CC(=CC=C1)I)C(N)=O methyl-3-carbamoyl-3-((3-iodophenyl)amino)cyclobutane